ClC(COC(=O)N[C@@H]([C@H](O)C)C(=O)O)(Cl)Cl N-(2,2,2-trichloroethoxycarbonyl)threonine